4-(((2-(6-((3r,5r)-3-amino-5-fluoropiperidine-1-carbonyl)-3-methylpyrazolo[1,5-a]pyridin-2-yl)-1-(cyclopropylmethyl)-1H-indol-7-yl)oxy)methyl)pyrrolidin-2-one N[C@H]1CN(C[C@@H](C1)F)C(=O)C=1C=CC=2N(C1)N=C(C2C)C=2N(C1=C(C=CC=C1C2)OCC2CC(NC2)=O)CC2CC2